3,6-di-tert-butylfluorenyl-zirconium dichloride [Cl-].[Cl-].C(C)(C)(C)C=1C=C(C=2CC3=CC=C(C=C3C2C1)C(C)(C)C)[Zr+2]